(R)-5-((3-aminopiperidin-1-yl)methyl)-N-(4-(4-morpholino-7H-pyrrolo[2,3-d]pyrimidin-6-yl)phenyl)-1H-indazol-3-amine N[C@H]1CN(CCC1)CC=1C=C2C(=NNC2=CC1)NC1=CC=C(C=C1)C1=CC2=C(N=CN=C2N2CCOCC2)N1